C(#N)C1=CC(=C(COC2=CC(=CC(=N2)C2=CC(=C(CC3=NC4=C(N3CCOC)C=C(C=C4)C(=O)OC)C=C2)F)F)C=C1)F Methyl 2-(4-(6-((4-cyano-2-fluorobenzyl) oxy)-4-fluoropyridin-2-yl)-2-fluorobenzyl)-1-(2-methoxyethyl)-1H-benzo[d]imidazole-6-carboxylate